ClC=1C=C(NC(C)=O)C=CC1 3'-chloroacetanilide